7-((4-methylpiperidin-1-yl)(pyridin-4-yl)methyl)quinolin-8-ol CC1CCN(CC1)C(C1=CC=C2C=CC=NC2=C1O)C1=CC=NC=C1